ClC=1C=C(C=2N(C1)C=C(N2)C(=O)N2C[C@H]1C([C@@H]1C2)CO)C2=C(C=CC=C2)OCC(F)(F)F (6-chloro-8-(2-(2,2,2-trifluoroethoxy)phenyl)imidazo[1,2-a]pyridin-2-yl)((1R,5R)-6-(hydroxymethyl)-3-azabicyclo[3.1.0]hexan-3-yl)methanone